FC1=C(C=C(C=N1)C1=CC=C(C=C1)CN[C@@H]1C[C@@H]([C@@H](C1)O)N(C=1C2=C(N=CN1)SC(=C2)CC(F)(F)F)C)OC (1R,2S,4R)-4-({[4-(6-fluoro-5-methoxypyridin-3-yl)phenyl]methyl}amino)-2-{methyl[6-(2,2,2-trifluoroethyl)thieno[2,3-d]pyrimidin-4-yl]amino}cyclopentan-1-ol